6-methylpiperidine-3-carboxylate CC1CCC(CN1)C(=O)[O-]